3-(2-chloro-4-(trifluoromethyl)phenyl)-benzoxazol-2(3H)-one-6-sulfonyl chloride ClC1=C(C=CC(=C1)C(F)(F)F)N1C(OC2=C1C=CC(=C2)S(=O)(=O)Cl)=O